FC(C1=CC(=CC=2N1N=CN2)C)C2=CC=C(C=C2)C(F)(F)F 5-(fluoro(4-(trifluoromethyl)phenyl)methyl)-7-methyl-[1,2,4]triazolo[1,5-a]pyridine